4-(cyclopentyl-methoxy)-5-cyclopropyl-2-fluorobenzoic acid C1(CCCC1)COC1=CC(=C(C(=O)O)C=C1C1CC1)F